(6-bromo-[1,2,4]triazolo[4,3-a]pyridin-3-yl)(4-(2-chloro-3-fluorophenyl)piperidin-1-yl)methanone BrC=1C=CC=2N(C1)C(=NN2)C(=O)N2CCC(CC2)C2=C(C(=CC=C2)F)Cl